C(CCC)(=O)C1=CC(=C(C=N1)B(O)O)C 6-butanoyl-4-methylpyridin-3-ylboronic acid